1,6-bis(m-carboxyphenyl)perfluorohexane C(=O)(O)C=1C=C(C=CC1)C(C(C(C(C(C(C1=CC(=CC=C1)C(=O)O)(F)F)(F)F)(F)F)(F)F)(F)F)(F)F